COCCOC1CN(C1)C=1C=CC2=C(N=C(O2)C2=C3C=C(N=CC3=C(N=C2)NC)NC(=O)C2CC2)C1 N-(5-(5-(3-(2-methoxyethoxy)azetidin-1-yl)benzo[d]oxazol-2-yl)-8-(methylamino)-2,7-naphthyridin-3-yl)cyclopropanecarboxamide